N[Zn] amino-zinc